CN1N=C(N=C1)C1=CN(C2=NC=C(N=C21)OC2CCN(CC2)C(=O)OC(C)(C)C)COCC[Si](C)(C)C tert-Butyl 4-{[7-(1-methyl-1H-1,2,4-triazol-3-yl)-5-{[2-(trimethylsilyl)ethoxy]methyl}-5H-pyrrolo[2,3-b]pyrazin-2-yl]oxy}piperidine-1-carboxylate